((2-methyl-5-(1-phenyl-1H-1,2,3-triazol-4-yl)phenyl)sulfonyl)morpholine CC1=C(C=C(C=C1)C=1N=NN(C1)C1=CC=CC=C1)S(=O)(=O)N1CCOCC1